3-(4-((1R,4R)-2,5-diazabicyclo[2.2.1]heptan-2-yl)-3-methyl-2-oxo-2,3-dihydro-1H-benzo[d]imidazol-1-yl)piperidine-2,6-dione [C@H]12N(C[C@H](NC1)C2)C2=CC=CC=1N(C(N(C12)C)=O)C1C(NC(CC1)=O)=O